3-(3-((6-(thiazol-2-ylmethoxy)pyridin-3-yl)methyl)isoxazol-5-yl)pyridin-2-amine S1C(=NC=C1)COC1=CC=C(C=N1)CC1=NOC(=C1)C=1C(=NC=CC1)N